N-(5-ethynyl-8-(methylamino)-2,7-naphthyridin-3-yl)cyclopropanecarboxamide C(#C)C1=C2C=C(N=CC2=C(N=C1)NC)NC(=O)C1CC1